2-bromo-N,N,3-trimethylbenzamide BrC1=C(C(=O)N(C)C)C=CC=C1C